FC1=CC(=CC2=CN(N=C12)C)C=1C=CC(=C(C1)O)C1=CN=C(N=N1)N1C[C@@H]2N(CC1)CCC2 5-(7-fluoro-2-methyl-2H-indazol-5-yl)-2-{3-[(8aR)-hexahydropyrrolo[1,2-a]pyrazin-2(1H)-yl]-1,2,4-triazin-6-yl}phenol